potassium sodium lithium bismuth copper [Cu].[Bi].[Li].[Na].[K]